OC(CN(CC(CCCCCC(=O)OC(CCCCCCCC)CCCCCCCC)O)CCO[Si](C)(C)C(C)(C)C)CCCCCC\C=C/CCCCCCCC 1-octylnonyl 8-{[(Z)-2-hydroxy-9-octadecenyl]{2-[(tert-butyl)bis(methyl)siloxy]ethyl}amino}-7-hydroxyoctanoate